(S)-2-((4-(6-(4-Cyano-2-fluorobenzyloxy)pyridin-2-yl)-2-oxopyridin-1(2H)-yl)methyl)-1-(oxetan-2-ylmethyl)-1H-benzo[d]imidazol C(#N)C1=CC(=C(COC2=CC=CC(=N2)C2=CC(N(C=C2)CC2=NC3=C(N2C[C@H]2OCC2)C=CC=C3)=O)C=C1)F